O=C1N[C@@]2(C3=CC=CC=C13)C[C@@H](CC2)C(=O)O |r| rac-(1R,3R)-3'-oxospiro[cyclopentane-1,1'-isoindoline]-3-carboxylic acid